methylphosphole CC=1PC=CC1